(3-chlorophenyl)-4-methoxy-3-pentanamidobenzamide ClC=1C=C(C=CC1)C1=C(C(=O)N)C=CC(=C1NC(CCCC)=O)OC